(5S,7R)-N-((R)-(2,3-dichloro-6-fluorophenyl)(1-methylcyclopentyl)methyl)-3-methyl-2-oxo-1,3-diazaspiro[4.4]nonane-7-carboxamide ClC1=C(C(=CC=C1Cl)F)[C@H](NC(=O)[C@H]1C[C@]2(CN(C(N2)=O)C)CC1)C1(CCCC1)C